O=S1(C2=C(CC1)C=C(C=C2)NC=O)=O N-(1,1-dioxo-2,3-dihydrobenzo[b]thiophen-5-yl)carboxamide